N1(C(CCC1)C(=O)O[C@H](C(F)(F)F)C1=CC=C(C=C1)C(F)(F)F)C(=O)OCC1=CC=CC=C1 (S)-1-benzyl 2-(2,2,2-trifluoro-1-(4-(trifluoromethyl)phenyl)ethyl) pyrrolidine-1,2-dicarboxylate